N1(NCC=C1)C(=N)[S-] dihydro-1H-pyrazole-1-carbimidothioate